Racemic-tert-butyl 5-bromo-1-methyl-3,4-dihydroisoquinoline-2(1H)-carboxylate BrC1=C2CCN([C@@H](C2=CC=C1)C)C(=O)OC(C)(C)C |r|